N-(4-fluorophenyl)-2-(2-(5-(trifluoromethyl)-1,2,4-oxadiazol-3-yl)-6,7-dihydrothieno[3,2-c]pyridin-5(4H)-yl)acetamide FC1=CC=C(C=C1)NC(CN1CC2=C(CC1)SC(=C2)C2=NOC(=N2)C(F)(F)F)=O